FC1=C(SC(=C1)C(C)(C)O)[S@@](=O)(N)=NC(NC=1C(=NC=C(C1C(C)C)F)C(C)C)=O (R)-3-fluoro-N'-((5-fluoro-2,4-diisopropylpyridin-3-yl)carbamoyl)-5-(2-hydroxypropan-2-yl)thiophene-2-sulfonimidamide